ClC=1C=C(C=CC1)C(C(C)SC1=NN=C(N1)C1=CC=C(C=C1)CC)=O 1-(3-chlorophenyl)-2-((5-(4-ethylphenyl)-4H-1,2,4-triazol-3-yl)thio)propan-1-one